P(=S)(SCCCCCC(C)C)(OCCCCCC(C)C)[O-].[Na+] sodium diisooctyl dithiophosphate